CN(C1=C2N(C(C=C1CC1=CC=CC3=CC=CC=C13)=O)C(=C(S2)C2=CC(=C(C=C2)OCCCCCCC)C)C(=O)O)C 8-(dimethylamino)-2-(4-(heptyloxy)-3-methylphenyl)-7-(naphthalen-1-ylmethyl)-5-oxo-thiazolo[3,2-a]pyridine-3-carboxylic acid